(S)-tert-Butyl 2-((4-methyl-3-((1-(2-methyl-7-(((trifluoromethyl)sulfonyl)oxy) quinolin-5-yl)cyclopropyl) carbamoyl)phenoxy)methyl)azetidine-1-carboxylate CC1=C(C=C(OC[C@H]2N(CC2)C(=O)OC(C)(C)C)C=C1)C(NC1(CC1)C1=C2C=CC(=NC2=CC(=C1)OS(=O)(=O)C(F)(F)F)C)=O